FC1=C(C(=O)NC([2H])([2H])[2H])C=CC=C1 2-fluoro-N-trideuteromethyl-benzamide